N=1N=CN2C=NC(=CC21)OC2=C(C=C(C=C2)NC2=NC=NC1=CC=C(C=C21)NC(/C=C/C2N(CCOC2)C(=O)OC(C)(C)C)=O)C tert-butyl (E)-3-(3-((4-((4-([1,2,4]triazolo[4,3-c]pyrimidin-7-yloxy)-3-methylphenyl)amino)quinazolin-6-yl)amino)-3-oxoprop-1-en-1-yl)morpholin-4-carboxylate